[Zn].[Mg].[Ca].[Fe].[Cu] copper iron calcium magnesium zinc